ClC1=CC(=NC=C1)CNC1=C2N=CN(C2=NC(=N1)C=1C=NC=C(C1)F)[C@H]1[C@@H]([C@@H]([C@H](O1)C(=O)NCC(F)(F)F)O)O (2S,3S,4R,5R)-5-(6-(((4-chloropyridin-2-yl)methyl)amino)-2-(5-fluoropyridin-3-yl)-9H-purin-9-yl)-3,4-dihydroxyl-N-(2,2,2-trifluoroethyl)tetrahydrofuran-2-formamide